(R)-methyl 2-hydroxypropanoate O[C@@H](C(=O)OC)C